[4-(dimethyl-sulfamoyl)phenyl]Acetic acid CN(S(=O)(=O)C1=CC=C(C=C1)CC(=O)O)C